C(C)N(C(C1=C(C=CC(=C1)F)C=1C=2N(C=C(C1)C1CN(CC1)CC1(CCC(CC1)NS(=O)(=O)CC)F)C(=NC2)C)=O)C(C)C N-ethyl-5-fluoro-2-[3-methyl-6-(1-{[(1s,4s)-4-ethylsulfonamido-1-fluorocyclohexyl]methyl}pyrrolidin-3-yl)imidazo[1,5-a]pyridin-8-yl]-N-(isopropyl)benzamide